ClC1=C(C=CC=C1N)C1=C(C(=CC=C1)N)Cl 2,2'-dichloro-3,3'-diaminobiphenyl